F[C@H]([C@@H](CN(C(C1=CN=CC(=C1)C#CC=1C=NN(C1)C)=O)C)O)C1=CC=CC=C1 N-((2R,3S)-3-fluoro-2-hydroxy-3-phenylpropyl)-N-methyl-5-((1-methyl-1H-pyrazol-4-yl)ethynyl)nicotinamide